2-([1,1'-biphenyl]-4-yl)-2-hydroxy-3,3-dimethylbutyric acid C1(=CC=C(C=C1)C(C(=O)O)(C(C)(C)C)O)C1=CC=CC=C1